tert-butyl ((1R,4R,7R)-2-(1-(azetidin-3-ylmethyl)-2-(1-(cyclopropylmethyl)-1H-pyrrol-2-yl)-7-methoxy-1H-benzo[d]imidazole-5-carbonyl)-2-azabicyclo[2.2.1]heptan-7-yl)carbamate N1CC(C1)CN1C(=NC2=C1C(=CC(=C2)C(=O)N2[C@@H]1CC[C@H](C2)[C@H]1NC(OC(C)(C)C)=O)OC)C=1N(C=CC1)CC1CC1